ClC=1C=C(C=CC1F)N1C2=C3N=C(C4=NN(C(C(NCCCN(CC1)C)=O)=C4)C)C=CC3=NC=C2 15-(3-chloro-4-fluorophenyl)-5,12-dimethyl-8,9,10,11,12,13,14,15-octahydro-2,19-etheno-3,6-(metheno)pyrido[3,4-f][1,2,5,8,11,15]hexaazacycloheptadecin-7(5H)-one